chloro(2-dicyclohexylphosphoryl-2',4',6'-triisopropyl-1,1'-biphenyl) ClC=1C(=C(C=CC1)C1=C(C=C(C=C1C(C)C)C(C)C)C(C)C)P(=O)(C1CCCCC1)C1CCCCC1